BrC1=C2C=CN=C3C2=C(C=C1)N(C3=O)C3C(NC(CC3)=O)=O 3-(6-bromo-2-oxopyrrolo[2,3,4-ij]isoquinolin-1(2H)-yl)piperidine-2,6-dione